(R)-4-chloro-5-(3-((4-(1-(difluoromethyl)-3,5-dimethyl-1H-pyrazol-4-yl)pyridin-2-yl)oxy)pyrrolidin-1-yl)pyridazin-3(2H)-one ClC=1C(NN=CC1N1C[C@@H](CC1)OC1=NC=CC(=C1)C=1C(=NN(C1C)C(F)F)C)=O